OC1CCC2(CC(N(C2)C)=O)CC1 8-hydroxy-2-methyl-2-azaspiro[4.5]decan-3-one